L-N-methyl-glutamine CN[C@@H](CCC(N)=O)C(=O)O